2,7-diazaspiro[4.4]nonan-2-carboxylate C1N(CCC12CNCC2)C(=O)[O-]